NC[C@@H](O)C=1C=CC(=NC1)C1=C(C=C(C#N)C=C1)OC1=CC(=NC(=C1)N1C[C@@H](OCC1)C)C 4-[5-[(1S)-2-amino-1-hydroxyethyl]pyridin-2-yl]-3-[2-methyl-6-[(2S)-2-methylmorpholin-4-yl]pyridin-4-yl]oxybenzonitrile